BrC=1C=C(C(=NC1)C(CN1C=2N(C(=CC1=O)C(F)(F)F)N=CN2)=O)S(=O)(=O)CC 4-[2-(5-bromo-3-ethylsulfonyl-2-pyridyl)-2-oxo-ethyl]-7-(trifluoromethyl)-[1,2,4]triazolo[1,5-a]pyrimidin-5-one